C(C=C)(=O)N1C[C@@H](N(C[C@H]1C)C1=NC=NC2=CC=C(C=C12)C=1C=C(C(=NC1)OC)NS(=O)(=O)C1=C(C=CC=C1F)F)C N-(5-(4-((2S,5R)-4-acryloyl-2,5-dimethylpiperazin-1-yl)quinazolin-6-yl)-2-methoxypyridin-3-yl)-2,6-difluorobenzenesulfonamide